triphenyl-hydroxyl-tin C1(=CC=CC=C1)[Sn](O)(C1=CC=CC=C1)C1=CC=CC=C1